O=C1NC(CCC1N1C(N(C2=C1C=CC=C2C2=CCC(CC2)NC([O-])=O)C)=O)=O [4-[1-(2,6-dioxo-3-piperidyl)-3-methyl-2-oxo-benzimidazol-4-yl]cyclohex-3-en-1-yl]carbamate